2-iodoethyl carbamate C(N)(OCCI)=O